4-chloro-7-ethoxy-N-(piperidin-4-yl)quinazolin-6-amine ClC1=NC=NC2=CC(=C(C=C12)NC1CCNCC1)OCC